(5-fluoro-2-nitro-phenyl)pyrimidin-4-amine FC=1C=CC(=C(C1)C1=NC=CC(=N1)N)[N+](=O)[O-]